nitrosoisoamyl sulfate S(=O)(=O)(OC(CC(C)C)N=O)[O-]